ClC=1C=C(C=C(C1)Cl)\C(=C/C(=O)C1=CC(=C(C(=O)NCC(=O)O)C=C1)C)\C(F)(F)F (E)-(4-(3-(3,5-dichlorophenyl)-4,4,4-trifluorobut-2-enoyl)-2-methylbenzoyl)glycine